ClC1=NC2=C(C3=C1N=CN3[C@@H]3OCCCC3)N=CC=C2 |r| Rac-4-chloro-1-(tetrahydro-2H-pyran-2-yl)-1H-imidazo[4,5-c]pyridinopyridine